N1,N3-bis(3-nitropyridin-2-yl)-5-(trifluoromethyl)benzene-1,3-diamine [N+](=O)([O-])C=1C(=NC=CC1)NC1=CC(=CC(=C1)C(F)(F)F)NC1=NC=CC=C1[N+](=O)[O-]